S1N=C(C2=C1C=CC=C2)N2CCN(CC2)CCC(=O)C=2C=C1C=CN(C1=CC2)C(CC)=O 3-(4-(benzo[d]isothiazol-3-yl)piperazin-1-yl)-1-(1-propionylindol-5-yl)propan-1-one